7-chloro-2-(difluoromethyl)-8-methyl-4H-pyrimido[1,2-b]Pyridazin-4-one ClC=1C(=CC=2N(N1)C(C=C(N2)C(F)F)=O)C